S(O)(O)(=O)=O.C(CCC)(=O)NC=1C=C2C=3CC(CCC3NC2=CC1)N(CC)CC 6-(butyroyl)amino-3-(diethyl)amino-1,2,3,4-tetrahydro-9H-carbazole bisulfate